5-(3-fluoroimidazo[1,2-a]pyridin-6-yl)-N-(3-(4-methylpiperazin-1-yl)phenyl)-7H-pyrrolo[2,3-d]pyrimidin-2-amine FC1=CN=C2N1C=C(C=C2)C2=CNC=1N=C(N=CC12)NC1=CC(=CC=C1)N1CCN(CC1)C